5-fluorophenyl Dihydrogen Phosphate P(=O)(OC1=CC=CC(=C1)F)(O)O